FC(OC1=CC=C(CC2CC3(CN(C3)C=O)C2)C=C1)(F)F (6-(4-(trifluoromethoxy)benzyl)-2-azaspiro[3.3]heptan-2-yl)methanone